FC1(C(N(CC1)C)CC(=O)NC(C)(C)C1=NC=CC2=C1C=CO2)F 2-(3,3-difluoro-1-methyl-pyrrolidin-2-yl)-N-(2-(furo[3,2-c]pyridin-4-yl)propan-2-yl)acetamide